(2R,4S)-N-((S)-1-(((6-amino-2-methylpyridin-3-yl)methyl)amino)-1-oxopropan-2-yl)-4-benzylpiperidine-2-carboxamide dihydrochloride Cl.Cl.NC1=CC=C(C(=N1)C)CNC([C@H](C)NC(=O)[C@@H]1NCC[C@@H](C1)CC1=CC=CC=C1)=O